Ethyl 2-(((1,2,3,5,6,7-hexa-hydro-s-indacen-4-yl)-carbamoyl)oxy)-3-(pyridin-2-yl)propanoate C1CCC2=C(C=3CCCC3C=C12)NC(=O)OC(C(=O)OCC)CC1=NC=CC=C1